Cl.CN(C1=NC=C(C=N1)C1=CC=C(S1)CN1C(NN=C1)=O)C 4-(5-[2-(dimethylamino)pyrimidin-5-yl]thiophen-2-ylmethyl)-2,4-dihydro-3H-1,2,4-triazol-3-one hydrochloride